COC(C(C1=CC(=CC=C1)Cl)=[N+]=[N-])=O 2-diazo-2-(3-chloro-phenyl)-acetic acid methyl ester